CC1=NC(=CC(=N1)NC1=NC=C(C(=O)NOCC)C(=C1)NC1=C(C=C(C=C1)N1CCCCC1)N(S(=O)(=O)C)C)C 6-((2,6-dimethylpyrimidin-4-yl)amino)-N-ethoxy-4-((2-(N-methylmethanesulfonamido)-4-(piperidin-1-yl)phenyl)amino)nicotinamide